4-(Trifluoromethyl)benzyl 4-[2-(4-fluorophenyl)-4-oxo-1,3-thiazolidin-3-yl]-3-methylbenzoate FC1=CC=C(C=C1)C1SCC(N1C1=C(C=C(C(=O)OCC2=CC=C(C=C2)C(F)(F)F)C=C1)C)=O